Cl.C(C)C1=CC=C(C=C1)N1N=CC(=C1)C=1C=C2C(=CNC2=CC1)N 5-[1-(4-ethylphenyl)pyrazol-4-yl]-1H-indol-3-amine hydrochloride